1,3-bis(2-aminophenoxy)benzene NC1=C(OC2=CC(=CC=C2)OC2=C(C=CC=C2)N)C=CC=C1